C(CCCCCCCCCCCCCCCCCCCCCCCCCCCCC)(=O)OCCCCCCCCCCCCCCCCCCCCC heneicosyl triacontanoate